C(\C=C\C1=CC(OC)=C(O)C(OC)=C1)(=O)SCCNC(CCNC([C@@H](C(COP(OP(OC[C@@H]1[C@H]([C@H]([C@@H](O1)N1C=NC=2C(N)=NC=NC12)O)OP(=O)(O)O)(=O)O)(=O)O)(C)C)O)=O)=O Sinapyl-Coenzyme A